2-(chloromethyl)-1-[5-(3-fluorophenyl)-4,5-dihydro-1H-pyrazol-1-yl]-2-methylbutan-1-one ClCC(C(=O)N1N=CCC1C1=CC(=CC=C1)F)(CC)C